3-([1,1'-biphenyl]-4-yl)-3-hydroxy-10,13-dimethylhexadecahydro-1H-cyclopenta[a]phenanthrene-17-carboxylic acid C1(=CC=C(C=C1)C1(CCC2(C3CCC4(C(CCC4C3CCC2C1)C(=O)O)C)C)O)C1=CC=CC=C1